tert-butyl (3S)-3-[(6-bromopyridin-2-yl)amino]pyrrolidine-1-carboxylate BrC1=CC=CC(=N1)N[C@@H]1CN(CC1)C(=O)OC(C)(C)C